2-(1-(4-(2,4-Dioxotetrahydropyrimidin-1(2H)-yl)-2-fluorophenyl)-4-hydroxypiperidin-4-yl)acetic acid O=C1N(CCC(N1)=O)C1=CC(=C(C=C1)N1CCC(CC1)(O)CC(=O)O)F